(1-Methyl-1H-imidazol-5-yl)methyl-(7-fluoro-6-(8-methyl-2,3-dihydro-1H-pyrido[2,3-b][1,4]oxazin-7-yl)isochinolin-3-yl)carbamat CN1C=NC=C1COC(NC=1N=CC2=CC(=C(C=C2C1)C1=C(C2=C(OCCN2)N=C1)C)F)=O